ClC1=CC(=C(C=C1)C1=NC=C(C=N1)[C@@H](CN)F)OC=1N(N=C(C1)C1CCOCC1)C (2S)-2-[2-[4-chloro-2-[2-methyl-5-(oxan-4-yl)pyrazol-3-yl]oxyphenyl]pyrimidin-5-yl]-2-fluoroethanamine